FC1=CC=C(C(=O)NNC(=O)C2=CC=C(C(=O)N(C3=CC(=C(C(=C3)OC)OC)OC)CC3=CC(=C(C=C3)OC)[N+](=O)[O-])C=C2)C=C1 4-(2-(4-fluorobenzoyl)hydrazine-1-carbonyl)-N-(4-methoxy-3-nitrobenzyl)-N-(3,4,5-trimethoxyphenyl)benzamide